FC1=CC=C(C=C1)C1(C=CC2=C(O1)C=1C=C(C(=CC1C1=C2C(C2=CC=CC=C21)(C)C)N2CCC(CC2)O)OC)C2=CC=C(C=C2)N2CCOCC2 3-(4-fluorophenyl)-3-(4-morpholinophenyl)-6-methoxy-7-(4-hydroxypiperidin-1-yl)-13,13-dimethyl-3H,13H-indeno[2',3':3,4]naphtho[1,2-b]pyran